CN1CCN(CC1)C(=O)O[C@@H]1CC[C@H](CC1)C(N(C[C@@H]1CC[C@H](CC1)C1=CC(=C(C=C1)OC)C)C1=CC(=CC=C1)C=1C=NN(C1)C1CC1)=O trans-4-((3-(1-Cyclopropyl-1H-pyrazol-4-yl)phenyl)((trans-4-(4-methoxy-3-methylphenyl)cyclohexyl)methyl) carbamoyl)cyclohexyl 4-methylpiperazine-1-carboxylate